2-(3-bromophenyl)-4,5-dihydrothiazole-4-carboxylic acid BrC=1C=C(C=CC1)C=1SCC(N1)C(=O)O